1'-chloro-8-(difluoromethoxy)-8',8'-difluoro-6-(trifluoromethyl)-7',8'-dihydro-3H,6'H-spiro[imidazo[1,2-a]pyridine-2,5'-isoquinoline] fumarate C(\C=C\C(=O)O)(=O)O.ClC1=NC=CC=2C3(CCC(C12)(F)F)N=C1N(C=C(C=C1OC(F)F)C(F)(F)F)C3